benzyl (S)-2-(chlorocarbonyl)pyrrolidine-1-carboxylate ClC(=O)[C@H]1N(CCC1)C(=O)OCC1=CC=CC=C1